N-((1R,2S)-2-aminocyclopentyl)-4-((3-(2,3-difluoro-4-methoxyphenyl)imidazo[1,2-a]pyrazin-8-yl)amino)-2-ethylbenzamide dihydrochloride Cl.Cl.N[C@@H]1[C@@H](CCC1)NC(C1=C(C=C(C=C1)NC=1C=2N(C=CN1)C(=CN2)C2=C(C(=C(C=C2)OC)F)F)CC)=O